6-chloro-4-((3-(5-fluoropyrimidin-2-yl)-2-methoxyphenyl)amino)-N-trideuteromethylpyridazine-3-carboxamide ClC1=CC(=C(N=N1)C(=O)NC([2H])([2H])[2H])NC1=C(C(=CC=C1)C1=NC=C(C=N1)F)OC